butynediamine C(C#CC)(N)N